4-chloro-2-methyl-1-nitrobenzene ClC1=CC(=C(C=C1)[N+](=O)[O-])C